CC1=CC=C(C=C1)S(=O)(=O)OCC1=NN=C(S1)NC(OC(C)(C)C)=O tert-butyl N-(5-{[(4-methylbenzenesulfonyl)oxy]methyl}-1,3,4-thiadiazol-2-yl)carbamate